C(C)(=O)C[C@H]1O[C@@H]([C@H]([C@H]1CC(=O)[O-])CC(=O)[O-])C=1C(NC(N(C1)C1CCN(CC1)C)=O)=O (2R,3R,4S,5S)-2-(acetylmethyl)-5-(1-(1-methylpiperidin-4-yl)-2,4-dioxo-1,2,3,4-tetrahydropyrimidin-5-yl)tetrahydrofuran-3,4-diacetate